NCC=1SC(=CN1)S(=O)(=O)C=1C=C(C(=O)O)C=C(C1)C=1C=NN(C1)C 3-((2-(Aminomethyl)thiazol-5-yl)sulfonyl)-5-(1-methyl-1H-pyrazol-4-yl)benzoic Acid